CNC1=NC=C(C2=C1N=NC(=C2)NC2=NC=CC=C2)C2=NN1C(C=CC(=C1)N1CCOCC1)=N2 N8-methyl-5-(6-morpholino-[1,2,4]triazolo[1,5-a]pyridin-2-yl)N3-(pyridin-2-yl)pyrido[3,4-c]pyridazine-3,8-diamine